4-cyano-N-(6-(3-cyanophenyl)pyrimidin-4-yl)-5-methylmorpholine-2-carboxamide C(#N)N1CC(OCC1C)C(=O)NC1=NC=NC(=C1)C1=CC(=CC=C1)C#N